CC=1N=C(NC(C1C)=O)N1N=C(C=C1C1=C(C(=O)N)C=CC=C1C)C (1-(4,5-dimethyl-6-oxo-1,6-dihydropyrimidin-2-yl)-3-methyl-1H-pyrazol-5-yl)-3-methylbenzamide